iron(II) hexafluorophosphate F[P-](F)(F)(F)(F)F.[Fe+2].F[P-](F)(F)(F)(F)F